1-((2S,5R)-5-(4,6-dihydroxypyrimidin-2-yl)-2-methylpiperidin-1-yl)ethan-1-one OC1=NC(=NC(=C1)O)[C@@H]1CC[C@@H](N(C1)C(C)=O)C